ClC1=CC2=C(N=C(S2)C23CC(C2)(C3)NC(=O)C=3OC(=CC3)C(C)S(=O)(=O)C)C=C1 N-[3-(6-chloro-1,3-benzothiazol-2-yl)-1-bicyclo[1.1.1]pentanyl]-5-(1-methylsulfonylethyl)furan-2-carboxamide